O=C1C(=C(C=NN1)N[C@H](CONC(CN1CC2(CC1)CCN(CC2)C2=NC=C(C=N2)C(F)(F)F)=O)C)C(F)(F)F (S)-N-(2-((6-oxo-5-(trifluoromethyl)-1,6-dihydropyridazin-4-yl)amino)propoxy)-2-(8-(5-(trifluoromethyl)pyrimidin-2-yl)-2,8-diazaspiro(4.5)decan-2-yl)acetamide